C1(C=CCC1)[Si](C)(C)C 2-cyclopenten-1-yl(trimethyl)silane